(S)-4-(((R)-4'-chloro-3-hydroxy-5,5-dimethyl-3,4,5,6-tetrahydro-[1,1'-biphenyl]-2-yl)methyl)-3-(hydroxymethyl)piperazine-1-carboxylic acid tert-butyl ester C(C)(C)(C)OC(=O)N1C[C@H](N(CC1)CC1=C(CC(C[C@H]1O)(C)C)C1=CC=C(C=C1)Cl)CO